O1CCN(CC1)C=1C=2N(C=CC1)C=NN2 8-morpholino-[1,2,4]triazolo[4,3-a]pyridin